2-[(2,6-difluoro-4-pyridyl)-(2-methylsulfonylpropanoyl)amino]-N-(2,2-dimethylcyclobutyl)-5-methyl-thiazole-4-carboxamide FC1=NC(=CC(=C1)N(C=1SC(=C(N1)C(=O)NC1C(CC1)(C)C)C)C(C(C)S(=O)(=O)C)=O)F